3-azabicyclo[3.1.0]hexane-6-carboxamide adipate C(CCCCC(=O)O)(=O)O.C12CNCC2C1C(=O)N